C([O-])([O-])=O.[Cs+].[Cs+].NC1=CC(=C(C(=C1C(C)=O)F)Br)F 1-(6-amino-3-bromo-2,4-difluorophenyl)ethan-1-one dicesium (1+) carbonate